(R)-2-(2-(oxetan-3-ylmethoxy)pyridin-4-yl)-8-phenyl-7,8-dihydro-6H-pyrrolo[2',1':2,3]imidazo[4,5-b]piperidine O1CC(C1)COC1=NC=CC(=C1)[C@H]1CCC2=C(N1)N1C(=N2)CCC1C1=CC=CC=C1